C(C)OC(=O)C1=NN(N=C1)C=1C=C2C=CN(C2=CC1)C(C)C 2-(1-isopropyl-1H-indol-5-yl)-2H-1,2,3-triazole-4-carboxylic acid ethyl ester